2-chloro-9-(4-(1-methyl-4-(trifluoromethyl)-1H-imidazol-2-yl)benzyl)-7,9-dihydro-8H-purin-8-one ClC1=NC=C2NC(N(C2=N1)CC1=CC=C(C=C1)C=1N(C=C(N1)C(F)(F)F)C)=O